2,4-dihydroxy-5-isopropyl-N-(1-methyl-1H-indol-6-yl)benzamide OC1=C(C(=O)NC2=CC=C3C=CN(C3=C2)C)C=C(C(=C1)O)C(C)C